(R)-N-(2-bromothieno[3,2-c]pyridin-4-yl)-2-fluoro-4-(1-methyl-1H-1,2,3-triazol-4-yl)-N-(piperidin-3-yl)benzamide BrC1=CC=2C(=NC=CC2S1)N(C(C1=C(C=C(C=C1)C=1N=NN(C1)C)F)=O)[C@H]1CNCCC1